(R,E)-2-cyano-3-(5-(1-methyl-1H-pyrazol-4-yl)-1H-pyrrolo[2,3-b]pyridin-3-yl)-N-(1-phenylethyl)acrylamide C(#N)/C(/C(=O)N[C@H](C)C1=CC=CC=C1)=C\C1=CNC2=NC=C(C=C21)C=2C=NN(C2)C